C(C=C)(=O)N1[C@@H](CN(C[C@@H]1C)C=1C2=C(N(C(N1)=O)C=1C(=NC=NC1C(C)C)C(C)C)N=C(C(=C2)F)C2=C(C=CC=C2O)F)C 4-(4-acryloyl-cis-3,5-dimethylpiperazin-1-yl)-1-(4,6-diisopropylpyrimidin-5-yl)-6-fluoro-7-(2-fluoro-6-hydroxyphenyl)pyrido[2,3-d]pyrimidin-2(1H)-one